C1(CC1)C[C@@H](C(=O)NC(CC1=CC=CC=C1)C(C(=O)NC1CC1)O)NC(C1=CC(=CC=C1)OC)=O N-((2S)-3-cyclopropyl-1-((4-(cyclopropylamino)-3-hydroxy-4-oxo-1-phenylbutan-2-yl)amino)-1-oxopropan-2-yl)-3-methoxybenzamide